5-(2,4-dichloro-5-((2,2,2-trifluoroethyl)thio)phenyl)-2-(pyridin-3-yl)-2,5-dihydro-4H-pyrazolo[3,4-d]pyrimidin-4-one ClC1=C(C=C(C(=C1)Cl)SCC(F)(F)F)N1C=NC=2C(C1=O)=CN(N2)C=2C=NC=CC2